(E)-2-methoxy-4-(3-oxo-3-((pyridin-2-ylmethyl)amino)prop-1-en-1-yl)phenylisobutyrate COC1=C(C=CC(=C1)\C=C\C(NCC1=NC=CC=C1)=O)OC(C(C)C)=O